C(C)C1=CC=C(C2=C1OCCO2)N2CCN(CC2)CC 8-Ethyl-5-(4-ethylpiperazin-1-yl)-2,3-dihydro-1,4-benzodioxine